[phenyl(biphenylyl)triazinyl](phenyldibenzothiophene) C1(=CC=CC=C1)C1=C(C(=NN=N1)C1=C(C2=C(SC3=C2C=CC=C3)C=C1)C1=CC=CC=C1)C1=C(C=CC=C1)C1=CC=CC=C1